N-[5-(4-cyanophenyl)thiazol-2-yl]-8-oxo-6,7-dihydro-5H-indolizine-5-carboxamide C(#N)C1=CC=C(C=C1)C1=CN=C(S1)NC(=O)C1N2C=CC=C2C(CC1)=O